(E)-5-(bromomethyl)-1-ethyl-3-Methylimidazoline-2,4-dione BrCC1C(N(C(N1CC)=O)C)=O